O1CCC(=CC1)C1=CC(=CC(=N1)N1CCNCC1)C1=CC=C(C=C1)F 1-(6-(3,6-dihydro-2H-pyran-4-yl)-4-(4-fluorophenyl)pyridin-2-yl)piperazine